[Si](C)(C)(C(C)(C)C)OC1CCC=2C1=NC1=C(C2NC(OCC(Cl)(Cl)Cl)=O)CCC1 2,2,2-trichloroethyl (3-((tert-butyldimethylsilyl)oxy)-1,2,3,5,6,7-hexahydrodicyclopenta[b,e]pyridin-8-yl)carbamate